C(C)OC1=CC=C(C=C1)NC1=C(C=NC2=CC=CC=C12)C(=O)OCC ethyl 4-[(4-ethoxyphenyl)amino]-3-quinolinecarboxylate